2-(5-Bromopentyl)isoindoline-1,3-dione BrCCCCCN1C(C2=CC=CC=C2C1=O)=O